BrC1=CC=C2C(C(=CN(C2=C1)C1CC1)C(=O)OCC)=O Ethyl 7-bromo-1-cyclopropyl-4-oxo-1,4-dihydroquinoline-3-carboxylate